C1(CC1)[C@]1(C(N(C[C@H]1C)C1=NNC2=CN=CC=C21)=O)C#N (3R,4S)-3-cyclopropyl-4-methyl-2-oxo-1-(1H-pyrazolo[3,4-c]pyridin-3-yl)pyrrolidine-3-carbonitrile